4-[4-cyano-6-(1-ethylpyrazol-4-yl)-2-methylindazol-3-yl]-2-(difluoromethoxy)-N-[(1R,2S)-2-fluorocyclopropyl]-6-methoxybenzamide C(#N)C=1C2=C(N(N=C2C=C(C1)C=1C=NN(C1)CC)C)C1=CC(=C(C(=O)N[C@H]2[C@H](C2)F)C(=C1)OC)OC(F)F